C(C)C1=NC=C(N=C1C)C ethyl-3,5-dimethylpyrazine